(trans-4-ethylcyclohexyl)-3,4-difluorobiphenyl C(C)[C@@H]1CC[C@H](CC1)C1=C(C=CC(=C1F)F)C1=CC=CC=C1